FC1=CC=C(C(=O)N[C@H](C)C2=NC=3CCCN(C3C=C2)C(=O)[C@@H]2COCC2)C=C1 4-fluoro-N-((R)-1-(5-((S)-tetrahydrofuran-3-carbonyl)-5,6,7,8-tetrahydro-1,5-naphthyridin-2-yl)ethyl)benzamide